N1-methylpseudouridine 5'-triphosphate P(O)(=O)(OP(=O)(O)OP(=O)(O)O)OC[C@@H]1[C@H]([C@H]([C@@H](O1)C1=CN(C(=O)NC1=O)C)O)O